S1C(=NC2=C1C=CC=C2)NC(=O)C=2C=CC=C1CCN(CC21)C2=CC=C(C(=N2)C(=O)OC(C)(C)C)C=2C(=C(OC[C@H](CC1CCN(CC1)CC(=O)O)C)C=CC2)C 2-[4-[(2S)-3-[3-[6-[8-(1,3-benzothiazol-2-ylcarbamoyl)-3,4-dihydro-1H-isoquinolin-2-yl]-2-tert-butoxycarbonyl-3-pyridyl]-2-methyl-phenoxy]-2-methyl-propyl]-1-piperidyl]acetic acid